4,5-dichlorophthalic acid monosodium salt [Na+].ClC=1C=C(C(C(=O)[O-])=CC1Cl)C(=O)O